C(C=CC1=CC=CC=C1)(=O)O 4-trans-cinnamic acid